CC1(CCC=2C(=NNC2C1)C=1NC2=CC(=CC=C2C1)C(=O)N1CCC(CC1)CN1CC2=CC(=CC=C2CC1)N1C(CCCC1=O)=O)C (2-((1-(2-(6,6-dimethyl-4,5,6,7-tetrahydro-1H-indazol-3-yl)-1H-indole-6-carbonyl)piperidin-4-yl)methyl)-1,2,3,4-tetrahydroisoquinolin-7-yl)piperidine-2,6-dione